CC1(COCC1)C(=O)O 3-METHYL-OXOLANE-3-CARBOXYLIC ACID